C(C1=CC=CC=C1)OC(=O)NCC1(CN(C1)C(=O)OC(C)(C)C)F tert-butyl 3-((benzyloxycarbonylamino) methyl)-3-fluoroazetidine-1-carboxylate